C(C)(C)(C)OC(=O)N[C@@H](CCCCNC1=C2CN(C(C2=CC=C1)=O)C1C(NC(CC1)=O)=O)C(=O)O N2-(tert-butoxycarbonyl)-N6-(2-(2,6-dioxopiperidin-3-yl)-1-oxoisoindolin-4-yl)-L-lysine